Cl.CNCC[C@@H](C=1SC=CC1)OC1=CC=CC2=CC=CC=C12 (S)-(+)-N-methyl-3-(1-naphthoxy)-3-(2-thienyl)propylamine hydrochloride